methyl (S)-2-(2-(1H-pyrazol-1-yl)ethyl)-7-methyl-3-(2-(methyl((S)-tetrahydrofuran-3-yl)amino)-2-oxoethyl)-3,7,8,9-tetrahydro-6H-imidazo[4,5-f]quinoline-6-carboxylate N1(N=CC=C1)CCC=1N(C=2C(=C3CC[C@@H](N(C3=CC2)C(=O)OC)C)N1)CC(=O)N([C@@H]1COCC1)C